3-(trifluoromethyl)-5-(4,4,5,5-tetramethyl-1,3,2-dioxaborolan-2-yl)-1H-pyrrolo[2,3-b]pyridine FC(C1=CNC2=NC=C(C=C21)B2OC(C(O2)(C)C)(C)C)(F)F